6-phenyl-N-((6-((tetrahydro-2H-pyran-4-yl)methyl)-4,5,6,7-tetrahydrothieno[2,3-c]pyridin-3-yl)methyl)pyridazin-3-amine C1(=CC=CC=C1)C1=CC=C(N=N1)NCC1=CSC=2CN(CCC21)CC2CCOCC2